tert-Butyl N-[(8-fluoro-6-formyl-6,7-dihydro-5H-cyclopenta[f][1,3]benzoxazol-2-yl)methyl]-N-methyl-carbamate FC1=C2C(=CC=3N=C(OC31)CN(C(OC(C)(C)C)=O)C)CC(C2)C=O